C1(CC1)N(C(=O)C1=CC=2N=C(N=C(C2O1)N1CCOCC1)NC1=NNC(=C1)C1=CC=CC=C1)C N-cyclopropyl-N-methyl-4-morpholino-2-[(5-phenyl-1H-pyrazol-3-yl)amino]furo[3,2-d]pyrimidine-6-carboxamide